ClN(Cl)C=1C(=NC=CC1)C(=O)O dichloroaminopyridinecarboxylic acid